S1C=C(C=C1)C(=O)NC=1C=C2C(=CNC2=CC1)C1CCN(CC1)C(CC)CC 5-(3-thienoyl)amino-3-(1-(3-pentyl)piperidin-4-yl)-1H-indole